N-[(7R)-5-(1-tert-butyl-5-nitro-indazol-4-yl)-5-azaspiro[2.4]hept-7-yl]carbamic acid tert-butyl ester C(C)(C)(C)OC(N[C@H]1CN(CC12CC2)C2=C1C=NN(C1=CC=C2[N+](=O)[O-])C(C)(C)C)=O